fluoro-4-(((trans-2-(naphthalen-2-yl)cyclopropyl)amino)methyl)piperidine-1-carboxylic acid benzyl ester C(C1=CC=CC=C1)OC(=O)N1C(CC(CC1)CN[C@H]1[C@@H](C1)C1=CC2=CC=CC=C2C=C1)F